3-(2-nitro-1-phenylethyl)-2-phenyl-7-(4,4,5,5-tetramethyl-1,3,2-dioxaborolan-2-yl)-1H-indole [N+](=O)([O-])CC(C1=CC=CC=C1)C1=C(NC2=C(C=CC=C12)B1OC(C(O1)(C)C)(C)C)C1=CC=CC=C1